N-[5-[[(3S)-1-[2-oxo-2-[(2S)-2-cyanopyrrolidin-1-yl]ethyl]pyrrolidin-3-yl]amino]-8-quinolyl]acetamide O=C(CN1C[C@H](CC1)NC1=C2C=CC=NC2=C(C=C1)NC(C)=O)N1[C@@H](CCC1)C#N